2-(3-methylindol-1-yl)propanoate CC1=CN(C2=CC=CC=C12)C(C(=O)[O-])C